dimethylpenten CC(=CCCC)C